Cl.N[C@H](C(=O)NC1CCC(CC1)N1N=C(C=2C1=NC=NC2N)C2=CC=C(C=C2)OC2=CC=CC=C2)CCC (S)-2-amino-N-(4-(4-amino-(4-phenoxyphenyl)-1H-pyrazolo[3,4-d]pyrimidin-1-yl)cyclohexyl)-Valeramide hydrochloride